COC1=C(C=C(C=C1)OC)OC(CC)=O.C(C(O)C1=CC=CC=C1)(=O)O mandelic acid 2,5-dimethoxyphenylpropanoate